NC1C2=CC=CC=C2CC12CCN(CC2)C=2C(=NC(=CN2)C=CC2=C(C(=NC=C2)N)Cl)CO (3-(1-amino-1,3-dihydrospiro[inden-2,4'-piperidin]-1'-yl)-6-(2-(2-amino-3-chloropyridin-4-yl)vinyl)pyrazin-2-yl)methanol